CC1=C(C=CC(=C1)C)SC1=C(N)C=CC=C1 2-(2,4-dimethylphenyl-sulfydryl)aniline